3-bromo-5-(cyclopropyloxy)pyridine BrC=1C=NC=C(C1)OC1CC1